2-[3-[(trans)-2-[5-(diethylaminomethyl)-2-pyridinyl]vinyl]-1-tetrahydropyran-2-ylindazol-6-yl]sulfanyl-N-ethyl-5-fluorobenzamide C(C)N(CC)CC=1C=CC(=NC1)/C=C/C1=NN(C2=CC(=CC=C12)SC1=C(C(=O)NCC)C=C(C=C1)F)C1OCCCC1